4-benzyloxy-1-(3,4-difluorophenyl)-6-fluoro-3-iodo-2-(2-oxaspiro[3.3]heptan-6-yl)indole C(C1=CC=CC=C1)OC1=C2C(=C(N(C2=CC(=C1)F)C1=CC(=C(C=C1)F)F)C1CC2(COC2)C1)I